Methoxymethyl-(triphenyl)phosphonium bromide [Br-].COC[P+](C1=CC=CC=C1)(C1=CC=CC=C1)C1=CC=CC=C1